((2S*,3S*)-2-(6-(benzyloxy)pyridin-2-yl)-4-bromo-5-chloro-6-fluoro-3-methyl-2,3-dihydrobenzofuran-2-yl)methanol C(C1=CC=CC=C1)OC1=CC=CC(=N1)[C@]1(OC2=C([C@@H]1C)C(=C(C(=C2)F)Cl)Br)CO |o1:14,18|